ClC1=NC=C(C(=N1)OCC12CCC(CC1)(CC2)C=2N(C=C(N2)C(F)(F)F)C2CC2)OC 2-chloro-4-((4-(1-cyclopropyl-4-(trifluoromethyl)-1H-imidazol-2-yl)bicyclo[2.2.2]octan-1-yl)methoxy)-5-methoxypyrimidine